OCCCCCCO[C@H]1CC[C@H]2[C@@H]3CC[C@H]4CC(C(C[C@@]4([C@H]3CC[C@]12C)C)C=O)=O (5S,8R,9S,10S,13S,14S,17S)-17-(6-hydroxyhexyloxy)-10,13-dimethyl-3-oxohexadecahydro-1H-cyclopenta[a]phenanthrene-2-carbaldehyde